(±)-2-((2-((2-formyl-3-hydroxyphenoxy)methyl)-6-oxopiperidin-1-yl)methyl)-6-methoxybenzaldehyde C(=O)C1=C(OC[C@@H]2N(C(CCC2)=O)CC2=C(C=O)C(=CC=C2)OC)C=CC=C1O |r|